C(CCCCCCC)OC(CCC(=O)OCCCCCCN(CCCCCCCC(=O)OCCC#CCCCC)CCO)OCCCCCCCC oct-3-yn-1-yl 8-((6-((4,4-bis(octyloxy)butanoyl)oxy)hexyl)(2-hydroxyethyl)amino)octanoate